C(C)(C)N(C1=CC2=C(C(=N1)C#N)CNC2=O)C 6-(Isopropyl-(methyl)amino)-1-oxo-2,3-dihydro-1H-pyrrolo[3,4-c]pyridine-4-carbonitrile